BrCC(=O)C1=CC2=CC=CC=C2C=C1 2-bromo-1-(naphthalen-2-yl)ethan-1-one